Methyl 4-(4-vinylphenyl)butanoate C(=C)C1=CC=C(C=C1)CCCC(=O)OC